C(C)(C)(C)OC(=O)N(C(OC(C)(C)C)=O)C1=NC=CC2=CC(=CC=C12)CNC([C@@H](CC1=CC(=C(C=C1)F)F)N)=O tert-butyl N-tert-butoxycarbonyl-N-[6-[[[(2R)-2-amino-3-(3,4-difluorophenyl)propanoyl]amino]methyl]-1-isoquinolyl]carbamate